2-((2-ethyl-5-(2-(3-hydroxyazetidine-1-carbonyl)-2,8-diazaspiro[4.5]decan-8-yl)pyrazolo[1,5-a]pyridin-3-yl)(methyl)amino)-4-(4-fluorophenyl)thiazole-5-carbonitrile C(C)C1=NN2C(C=C(C=C2)N2CCC3(CCN(C3)C(=O)N3CC(C3)O)CC2)=C1N(C=1SC(=C(N1)C1=CC=C(C=C1)F)C#N)C